(S)-2-hydroxy-2-phenyl-N-(pyridin-3-yl)acetamide O[C@H](C(=O)NC=1C=NC=CC1)C1=CC=CC=C1